tert-Butyl(4-(2-((4-(3-amino-1H-indazol-5-yl)pyridin-2-yl)amino)-2-oxoethyl)phenyl)carbamate C(C)(C)(C)OC(NC1=CC=C(C=C1)CC(=O)NC1=NC=CC(=C1)C=1C=C2C(=NNC2=CC1)N)=O